4-azido-2,3,5,6-tetrafluoro-N-(4-hydroxy-phenyl)benzamide N(=[N+]=[N-])C1=C(C(=C(C(=O)NC2=CC=C(C=C2)O)C(=C1F)F)F)F